4-{[(R)-1-(2-Fluoro-6-methylphenyl)-pyrrolidin-3-ylamino]-methyl}-1-methyl-1H-pyrazol-3-ylamine FC1=C(C(=CC=C1)C)N1C[C@@H](CC1)NCC=1C(=NN(C1)C)N